(3R,6S,9S,12S,15S,18R,19R)-9-(aminomethyl)-12-cyclohexyl-19-hexyl-3,16,18-trimethyl-15-propyl-6-[(1S)-1-hydroxyethyl]-1-oxa-4,7,10,13,16-pentazacyclononadecane-5,8,11,14,17-pentone NC[C@H]1C(N[C@H](C(N[C@@H](CO[C@@H]([C@H](C(N([C@H](C(N[C@H](C(N1)=O)C1CCCCC1)=O)CCC)C)=O)C)CCCCCC)C)=O)[C@H](C)O)=O